5-((R)-2-((4-(2-(4-((2-acetylpyrimidin-4-yl)methoxy)phenyl)propan-2-yl)phenoxy)methyl)pyrrolidin-1-yl)-2-(2,6-dioxopiperidin-3-yl)isoindolin-1,3-dione C(C)(=O)C1=NC=CC(=N1)COC1=CC=C(C=C1)C(C)(C)C1=CC=C(OC[C@@H]2N(CCC2)C=2C=C3C(N(C(C3=CC2)=O)C2C(NC(CC2)=O)=O)=O)C=C1